2-methoxyethyl (3S,4S,11bS)-3-(2-methoxyethyl)-1,2,3,3a,6,11-hexahydro-1,4-methanocyclopenta[2,3]azepino[4,5-b]indole-11b(5H)-carboxylate COCC[C@@H]1CC2[C@@]3(C1N(CCC1=C3NC3=CC=CC=C13)C2)C(=O)OCCOC